C(C)(C)(C)[Si](OCCC1=CC=C(N)C=C1)(C)C 4-[2-[tert-butyl-(dimethyl)silyl]oxyethyl]aniline